8-(5-(7-Ethyl-7H-imidazo[4,5-c]pyridazin-4-yl)-2-fluorophenyl)-7-methoxy-5-methyl-2,3-dihydrobenzo[b][1,4]oxazepin-4(5H)-one C(C)N1C=NC2=C1N=NC=C2C=2C=CC(=C(C2)C=2C(=CC1=C(OCCC(N1C)=O)C2)OC)F